(1R,3S,4R)-N-[(1S)-1-cyano-2-[(3R)-2-oxo-3-piperidyl]ethyl]-5,5-difluoro-2-(4,6,7-trifluoro-1H-indole-2-carbonyl)-2-azabicyclo[2.2.2]octane-3-carboxamide C(#N)[C@H](C[C@@H]1C(NCCC1)=O)NC(=O)[C@H]1N([C@H]2CC([C@@H]1CC2)(F)F)C(=O)C=2NC1=C(C(=CC(=C1C2)F)F)F